1,2-butyleneglycol C(C(CC)O)O